C(C1=CC=CC=C1)N1CC=2N(CC1)N=C(C2)NC(=O)[C@@H]2CN(CC2)C#N (S)-N-(5-benzyl-4,5,6,7-tetrahydropyrazolo[1,5-a]pyrazin-2-yl)-1-cyanopyrrolidine-3-carboxamide